CS(=O)(=O)CCN1CCCCC1 1-(2-(methylsulfonyl)ethyl)piperidine